(2-((5-amino-1,3,4-thiadiazol-2-yl)oxy)ethyl)-N-methyl-methanesulfonamide NC1=NN=C(S1)OCCCS(=O)(=O)NC